(S)-N-(1-(4-(N-cyclobutylsulfamoyl)phenylamino)-1-oxo-3-phenylpropan-2-yl)-5-fluoropicolinamide C1(CCC1)NS(=O)(=O)C1=CC=C(C=C1)NC([C@H](CC1=CC=CC=C1)NC(C1=NC=C(C=C1)F)=O)=O